7-chloro-3-(1-(chloromethyl)-2-methyl-6-oxo-1,6-dihydropyridin-3-yl)-1-(3,4-difluoro-2-methylphenyl)-6-fluoro-2,3-dihydroquinazolin-4(1H)-one ClC1=C(C=C2C(N(CN(C2=C1)C1=C(C(=C(C=C1)F)F)C)C1=C(N(C(C=C1)=O)CCl)C)=O)F